3-(2'-fluoro-5'-methoxy-4-(((tetrahydro-2H-pyran-2-yl)oxy)methyl)-[1,1'-biphenyl]-2-yl)-2,2-dimethylpropan-1-ol FC1=C(C=C(C=C1)OC)C1=C(C=C(C=C1)COC1OCCCC1)CC(CO)(C)C